FC1=C(C[C@H](N)C(=O)O)C(=C(C(=C1F)F)F)F 2,3,4,5,6-penta-fluoroPhenylalanine